C(C)(C)(C)OC(N(C1=C(C(=CC=C1F)NC(C1=C(C(=CC(=C1)NC(=O)[C@@H]1C([C@H]1C1=CC(=C(C(=C1)Cl)Cl)Cl)(Cl)Cl)F)Cl)=O)F)C(=O)OC(C)(C)C)=O N-tert-Butoxycarbonyl-N-(3-(2-chloro-5-((1R,3R)-2,2-dichloro-3-(3,4,5-trichlorophenyl)cyclopropane-1-carboxamido)-3-fluorobenzamido)-2,6-difluorophenyl)carbamic acid tert-butyl ester